Cl.NCC=1N=C2N(C=C(C=C2N2C(N(C(C2)=O)C2CC2)=O)C2CC2)C1 1-(2-(aminomethyl)-6-cyclopropyl-imidazo[1,2-a]pyridin-8-yl)-3-cyclopropylimidazolidine-2,4-dione hydrochloride